C1(CC1)[C@]1(C(N(C[C@H]1C)C=1C=2N(C=CN1)N=C(C2)C=2C=NN(C2)C)=O)C#N (3R,4S)-3-cyclopropyl-4-methyl-1-[2-(1-methylpyrazol-4-yl)pyrazolo[1,5-a]pyrazin-4-yl]-2-oxopyrrolidine-3-carbonitrile